ClC1=C(C(=O)NCC(N2CCC(CC2)OC=2C=NC=C(C2)F)C2=C(N=CS2)C(F)F)C(=CC=C1)F 2-chloro-N-{2-[4-(difluoromethyl)-1,3-thiazol-5-yl]-2-{4-[(5-fluoropyridin-3-yl)oxy]piperidin-1-yl}ethyl}-6-fluorobenzamide